(1S,2R,4S)-4-(2-amino-6-oxo-1H-purin-9(6H)-yl)-2-(hydroxymethyl)-3-methylenecyclopentyl octadeca-9,12-dienoate C(CCCCCCCC=CCC=CCCCCC)(=O)O[C@@H]1[C@H](C([C@H](C1)N1C=2N=C(NC(C2N=C1)=O)N)=C)CO